COC=1C(=C2C=CNC2=C(C1)C)CN1[C@H](C[C@H](CC1)N1CC(C1)OC(F)(F)F)C1=CC=C(C(=O)O)C=C1 4-((2R,4S)-1-((5-methoxy-7-methyl-1H-indol-4-yl)methyl)-4-(3-(trifluoromethoxy)azetidin-1-yl)piperidin-2-yl)benzoic acid